C(C)OC(CC(=O)NC)=O 3-ethoxy-N-methyl-3-oxopropanamide